3-((6-bromo-7-fluoro-2-oxoquinoxalin-1(2H)-yl)methylYl)azetidine-1-carboxylic acid tert-butyl ester C(C)(C)(C)OC(=O)N1CC(C1)=CN1C(C=NC2=CC(=C(C=C12)F)Br)=O